C1(CC1)S(=O)(=O)CC1=CC=C(C=N1)NC=1N=CC2=C(N1)CN(CC2)C2=C(C1=C(OCCN1)N=C2)C 6-[(cyclopropanesulfonyl)methyl]-N-(7-{8-methyl-1H,2H,3H-pyrido[2,3-b][1,4]oxazin-7-yl}-5H,6H,7H,8H-pyrido[3,4-d]pyrimidin-2-yl)pyridin-3-amine